choline thiocyanate [S-]C#N.OCC[N+](C)(C)C